C(C)(=O)N1N=CC(=C1)C=1C=C(C=C(C1)C=1C=NN(C1)C)[C@@H](C)NC(C1=C(C=CC(=C1)OCCN(C)C)C)=O (R)-N-(1-(3-(1-acetyl-1H-pyrazol-4-yl)-5-(1-methyl-1H-pyrazol-4-yl)phenyl)ethyl)-5-(2-(dimethylamino)ethoxy)-2-methylbenzamide